FC(OC1=NNC2=CN=C(C(=C21)C2=CC(=C(C=C2)S(=O)(=O)C)C)C(=O)O)F 3-(difluoromethoxy)-4-(3-methyl-4-methylsulfonyl-phenyl)-1H-pyrazolo[3,4-c]pyridine-5-carboxylic acid